2-(3,4-Dichlorophenoxy)-N-(3-{2-[(4-methylphenyl)methoxy]-acetylamino}bicyclo[1.1.1]pentan-1-yl)acetamide ClC=1C=C(OCC(=O)NC23CC(C2)(C3)NC(COCC3=CC=C(C=C3)C)=O)C=CC1Cl